[NH4+].[NH4+].N1=NN=NC1=C1N=NN=N1 bitetrazole diammonium salt